bis(aminofluorophenyl)fluorene n-octylacrylate C(CCCCCCC)OC(C=C)=O.NC=1C(=C(C=CC1)C1=C(C=2CC3=CC=CC=C3C2C=C1)C1=C(C(=CC=C1)N)F)F